(6S,7S)-7-((difluoromethyl)sulfonamido)-N-(2,2-difluoropropyl)-6-((2,3',5'-trifluoro-[1,1'-biphenyl]-3-yl)methyl)-5-azaspiro[2.4]heptane-5-carboxamide FC(S(=O)(=O)N[C@@H]1[C@@H](N(CC12CC2)C(=O)NCC(C)(F)F)CC=2C(=C(C=CC2)C2=CC(=CC(=C2)F)F)F)F